N-((1-ethyl-1,2,3,4-tetrahydroquinolin-6-yl)methyl)-3-nitrobenzenesulfonamide C(C)N1CCCC2=CC(=CC=C12)CNS(=O)(=O)C1=CC(=CC=C1)[N+](=O)[O-]